O[C@@H](CO)C1=C2N=CC=NC2=C(C=C1CNC(C(=C)F)=O)C1=CC=C(C=C1)OC(F)(F)F (R)-N-((5-(1,2-Dihydroxyethyl)-8-(4-(trifluoromethoxy)phenyl)quinoxalin-6-yl)methyl)-2-fluoroacrylamide